FC=1C(=NC(=CC1)C(F)(F)F)C1CC2(C1)CCN(CC2)C(=O)O 2-(3-fluoro-6-(trifluoromethyl)pyridin-2-yl)-7-azaspiro[3.5]Nonane-7-carboxylic acid